(Z)-heptadecan CCCCCCCCCCCCCCCCC